Cl.CN(CCC=1C=C(C(=C(CCC2=CC=CC(=N2)N)C1)F)F)C 6-(5-(2-(Dimethylamino)ethyl)-2,3-difluorophenethyl)pyridin-2-amine hydrochloride